5-(tert-butylsulfonyl)-3-(2,6-difluoropyridin-4-yl)pyrazolo[1,5-a]pyridine C(C)(C)(C)S(=O)(=O)C1=CC=2N(C=C1)N=CC2C2=CC(=NC(=C2)F)F